CC(CC)OCCCCN1C=[N+](C=C1)CCCCOC(CC)C 1,3-bis[4-(1-methylpropyloxy)butyl]imidazolium